(p-tolyloxy)pyrimidine-4-carboxylic acid methyl ester COC(=O)C1=NC(=NC=C1)OC1=CC=C(C=C1)C